C(C1=CC=CC=C1)OC1=NC(=CC=C1C1=NN(C2=CC(=CC=C12)C=1CCN(CC1)C(=O)OC(C)(C)C)C)OCC1=CC=CC=C1 tert-butyl 4-(3-(2,6-bis(benzyloxy) pyridin-3-yl)-1-methyl-1H-indazol-6-yl)-3,6-dihydro-pyridine-1(2H)-carboxylate